FC1=C(OC2CCC(CC2)(C(=O)O)C)C=C(C(=C1)OC)C(N[C@@H]1COCC[C@@H]1C(NC1=CC(=C(C=C1)F)S(F)(F)(F)(F)F)=O)=O (1R,4s)-4-(2-fluoro-5-(((3S,4S)-4-((4-fluoro-3-(pentafluoro-λ6-sulfaneyl)phenyl)carbamoyl)tetrahydro-2H-pyran-3-yl)carbamoyl)-4-methoxyphenoxy)-1-methylcyclohexane-1-carboxylic acid